N-(6-((1-benzyl-6-methoxy-1H-pyrazolo[3,4-b]pyridin-5-yl)amino)pyrimidin-4-yl)acetamide C(C1=CC=CC=C1)N1N=CC=2C1=NC(=C(C2)NC2=CC(=NC=N2)NC(C)=O)OC